C1(CC1)C(=O)N1C2CN(CC1CC2)C2=NC=NN1C2=CC(=C1)C=1N=NN(C1)C cyclopropyl(3-(6-(1-methyl-1H-1,2,3-triazol-4-yl)pyrrolo[2,1-f][1,2,4]triazin-4-yl)-3,8-diazabicyclo[3.2.1]octan-8-yl)methanone